FC1=CC(=C(C(=O)O)C=C1)N1N=CN=C1 4-fluoro-2-(1H-1,2,4-triazol-1-yl)benzoic acid